COC=1C=C(C=CC1)CNCC N-[(3-methoxyphenyl)methyl]ethanamine